tert-butyl (3-(4-(2-(6-((1,4-dioxan-2-yl)methoxy)-3-ethyl-4-hydroxypyridin-2-yl)ethyl)phenoxy)propyl)carbamate O1C(COCC1)COC1=CC(=C(C(=N1)CCC1=CC=C(OCCCNC(OC(C)(C)C)=O)C=C1)CC)O